CN1CCN(CC1)C1=C(C=C(C=C1)NC=O)C(F)(F)F N-(4-(4-methylpiperazin-1-yl)-3-(trifluoromethyl)phenyl)formamide